C(C)(C)(C)OC(=O)N1CCC(CC1)C=1OC(=CN1)C=O 4-(5-formyl-oxazol-2-yl)piperidine-1-carboxylic acid tert-butyl ester